N-(7-Chloroquinolin-4-yl)-N',N'-di(propan-2-yl)ethane-1,2-diamine ClC1=CC=C2C(=CC=NC2=C1)NCCN(C(C)C)C(C)C